FC(C(=O)O)(F)F.O1CCC(CC1)NN (tetrahydro-2H-pyran-4-yl)hydrazine trifluoroacetate salt